2-(4-(4-(tert-butoxy)-6-(3,5-dimethylisoxazol-4-yl)quinazolin-2-yl)piperazin-1-Yl)-N,N-dimethylethylamine C(C)(C)(C)OC1=NC(=NC2=CC=C(C=C12)C=1C(=NOC1C)C)N1CCN(CC1)CCN(C)C